9-(methyl(7H-pyrrolo[2,3-d]pyrimidin-4-yl)amino)-N-(5-methylthiazol-2-yl)-3-azaspiro[5.5]undecane-3-carboxamide CN(C1CCC2(CCN(CC2)C(=O)NC=2SC(=CN2)C)CC1)C=1C2=C(N=CN1)NC=C2